ClC=1C=NN(C1CC1N(S(C2=C1C=CC=C2)(=O)=O)CC2CC1(C2)OC(NC1)=O)C 2-((3-((4-chloro-1-methyl-1H-pyrazol-5-yl)methyl)-1,1-dioxidobenzo[d]isothiazol-2(3H)-yl)methyl)-5-oxa-7-azaspiro[3.4]octan-6-one